4-fluoro-2,6-dimethylbenzeneboronic acid FC1=CC(=C(C(=C1)C)B(O)O)C